O=C1N(C=CC=C1C(=O)NC1=CC=C(C=C1)OC1=CC=NC2=CN=C(C=C12)N1CCNCC1)C1=NC=CC=C1 2-oxo-N-[4-[(6-piperazin-1-yl-1,7-naphthyridin-4-yl)oxy]phenyl]-1-(2-pyridyl)pyridine-3-carboxamide